COCCN(CCOC1=C(C=CC=C1)C1=C2C(NC=N1)=NC=C2)CCOC 4-{(2-[di-(2-methoxyethyl)amino]ethoxy)phenyl}pyrrolo[2,3-d]pyrimidine